tert-butyl (e)-(3-fluoro-2-(((3-(4,4,5,5-tetramethyl-1,3,2-dioxaborolan-2-yl)phenyl)sulfonyl)methyl)-allyl)carbamate F/C=C(\CNC(OC(C)(C)C)=O)/CS(=O)(=O)C1=CC(=CC=C1)B1OC(C(O1)(C)C)(C)C